diethylaminoethyl 5-(4-chlorobenzoyl)-1,4-dimethyl-1H-pyrrole-2-acetate ClC1=CC=C(C(=O)C2=C(C=C(N2C)CC(=O)OCCN(CC)CC)C)C=C1